N-[1-(1-methylimidazol-4-yl)ethyl]-5-[4-(trifluoromethyl)phenoxy]naphthalene-2-carboxamide CN1C=NC(=C1)C(C)NC(=O)C1=CC2=CC=CC(=C2C=C1)OC1=CC=C(C=C1)C(F)(F)F